O=C1C(O)=C([O-])[C@H](O1)[C@@H](O)CO.[Zn+2].O=C1C(O)=C([O-])[C@H](O1)[C@@H](O)CO Zinc Ascorbate